ethyl 7-chloro-1-[3-(dimethylamino)-1,2,4-thiadiazol-5-yl]-6-fluoro-4-oxo-1,4-dihydro-1,8-naphthyridine-3-carboxylate ClC1=C(C=C2C(C(=CN(C2=N1)C1=NC(=NS1)N(C)C)C(=O)OCC)=O)F